COC(=O)C1=CC=C(C2=CN(N=C12)C)C1CCN(CC1)C(=O)OC(C)(C)C.C1(CCCCC1)NC1=C(C=C(C=C1)S(=O)(=O)NC)C=1N=CN(C1)C 4-(Cyclohexylamino)-N-methyl-3-(1-methyl-1H-imidazol-4-yl)benzenesulfonamide methyl-4-[1-(tert-butoxycarbonyl)-piperidin-4-yl]-2-methylindazole-7-carboxylate